3,5-difluoro-2,6-dimethoxypyrazine FC=1C(=NC(=C(N1)F)OC)OC